ClC=1C=C(C=CC1NC(\N=C\1/SCC(N1C1=C(C=CC(=C1)C)C(C)C)=O)=O)C=1N=C(N(N1)C)NC(C1=CC=C(C=C1)OC(F)(F)F)=O N-[5-[3-chloro-4-[[(Z)-[3-(2-isopropyl-5-methyl-phenyl)-4-oxo-thiazolidin-2-ylidene]carbamoyl]amino]phenyl]-2-methyl-1,2,4-triazol-3-yl]-4-(trifluoromethoxy)benzamide